4-(1-(Ethylsulfonyl)-1H-pyrazol-4-yl)-2-(5-phenyl-1H-imidazol-2-yl)pyridine trifluoroacetate salt FC(C(=O)O)(F)F.C(C)S(=O)(=O)N1N=CC(=C1)C1=CC(=NC=C1)C=1NC(=CN1)C1=CC=CC=C1